N-[2-(4-formylcyclohexyl)-6-(1-hydroxy-1-methyl-ethyl)indazol-5-yl]-N-methyl-6-(trifluoromethyl)pyridine-2-carboxamide C(=O)C1CCC(CC1)N1N=C2C=C(C(=CC2=C1)N(C(=O)C1=NC(=CC=C1)C(F)(F)F)C)C(C)(C)O